(R)-2-cyano-N-(8,9-difluoro-6-oxo-1,4,5,6-tetrahydro-2H-pyrano[3,4-c]isoquinolin-1-yl)-N-methyl-4H-thieno[3,2-b]pyrrole-5-carboxamide C(#N)C1=CC=2NC(=CC2S1)C(=O)N(C)[C@H]1COCC=2NC(C=3C=C(C(=CC3C21)F)F)=O